4-((((1r,3r,5s)-8-azabicyclo[3.2.1]oct-3-yl)oxy)methyl)-5-cyclopropyl-3-(2,6-dichlorophenyl)isoxazole [C@H]12CC(C[C@H](CC1)N2)OCC=2C(=NOC2C2CC2)C2=C(C=CC=C2Cl)Cl